6-methoxy-2,3-dihydrophthalazine-1,4-dione COC=1C=C2C(NNC(C2=CC1)=O)=O